C(CCC)OC1=C(C(=O)O)C=CC(=C1)C1=NC=NC(=C1)NCCN1C(=CC2=C(C=C(C(=C12)F)Cl)OC)C 2-Butoxy-4-{6-[2-(6-chloro-7-fluoro-4-methoxy-2-methyl-indol-1-yl)-ethylamino]-pyrimidin-4-yl}-benzoic acid